ClCCC1=CC=C(C(=O)O)C=C1 p-(β-chloroethyl)benzoic acid